C(CCC)(=O)OCC Butanoic acid, ETHYL ESTER